2-((8-amino-6-(5-amino-4-methylpyridin-3-yl)-7-fluoroisoquinolin-3-yl)amino)-5,6-dihydro-4H,8H-pyrazolo[1,5-c][1,3]thiazepine 7,7-dioxide NC=1C(=C(C=C2C=C(N=CC12)NC1=NN2CS(CCCC2=C1)(=O)=O)C=1C=NC=C(C1C)N)F